C(C)(C)N1C(=NC(=C1)C(F)(F)F)C1=CC=C(CNC2=NC(=NN3C2=NC=C3)C3=NN(C=C3C)C(C)C)C=C1 N-(4-(1-isopropyl-4-(trifluoromethyl)-1H-imidazol-2-yl)benzyl)-2-(1-isopropyl-4-methyl-1H-pyrazol-3-yl)imidazo[2,1-f][1,2,4]triazin-4-amine